FC(C(C(C#CF)(F)F)(F)F)(F)F octafluoropentanyne